propylthio-phosphorus C(CC)S[P]